1-ethyl-5-[2-fluoro-4-(prop-2-ylamino)phenyl]-N-[(3S)-2-oxo-5-phenyl-1,3-dihydro-1,4-benzodiazepine-3-yl]Pyrazole-4-carboxamide C(C)N1N=CC(=C1C1=C(C=C(C=C1)NC(C)C)F)C(=O)N[C@@H]1C(NC2=C(C(=N1)C1=CC=CC=C1)C=CC=C2)=O